ammonium hexanitrorhodium [N+](=O)([O-])[Rh]([N+](=O)[O-])([N+](=O)[O-])([N+](=O)[O-])([N+](=O)[O-])[N+](=O)[O-].[NH4+]